COC1=C(C=CC(=C1)S(=O)(=O)C)NC=1C=C(C2=C(N1)NC=C2)NCCC N6-(2-methoxy-4-(methylsulfonyl)phenyl)-N4-propyl-1H-pyrrolo[2,3-b]pyridine-4,6-diamine